7-isopropoxy-2-(trifluoromethyl)imidazo[1,2-a]pyridine C(C)(C)OC1=CC=2N(C=C1)C=C(N2)C(F)(F)F